ClC=1C=2C(N=C3N(C2C=CC1)C1=CC=C(C=C1C31CCCCC1)C1=CCC(CC1)C(=O)OCC)=O ethyl 4-(4'-chloro-5'-oxo-5'H-spiro[cyclohexane-1,7'-indolo[1,2-a]quinazolin]-9'-yl)cyclohex-3-ene-1-carboxylate